C(C)(C)(C)OC(=O)N1CC2(CC2)[C@@H]([C@@H]1CC1=C(C(=CC=C1)Br)F)NS(=O)(=O)C1CC1 (6S,7S)-6-(3-bromo-2-fluorobenzyl)-7-(cyclopropanesulphonylamino)-5-azaspiro[2.4]heptane-5-carboxylic acid tert-butyl ester